C(C=C)(=O)O.C(C=C)(=O)O.C(C=C)(=O)O.C(C=C)(=O)O.C(C=C)(=O)O.C(CC(C)C)C(O)(C(CO)(CO)CO)CCC(C)C diisopentyl-pentaerythritol pentaacrylate